NC1C2(CCCC1C(=O)N)C1CCC(C2)C1 aminospiro[bicyclo[2.2.1]heptane-2,1'-cyclohexane]-3'-carboxamide